N=1C=NN2C1C=C(C=C2)CC2=C(C=C(C=C2)NC=2C1=C(N=CN2)C=C(C(=N1)N1C[C@H](N(CC1)C(=O)OC(C)(C)C)CO)Br)C Tert-butyl (S)-4-(4-((4-([1,2,4]triazolo[1,5-a]pyridin-7-ylmethyl)-3-methylphenyl)amino)-7-bromopyrido[3,2-d]pyrimidin-6-yl)-2-(hydroxymethyl)piperazine-1-carboxylate